(5S)-5-[({7-cyclobutyl-8-[8-ethynyl-7-fluoro-3-(methoxymethoxy)naphthalene-1-carbonyl]-6-[(3R)-3-hydroxy-3-methylpiperidin-1-yl]-7H-purin-2-yl}oxy)methyl]-1-methylpyrrolidin-2-one C1(CCC1)N1C(=NC2=NC(=NC(=C12)N1C[C@](CCC1)(C)O)OC[C@@H]1CCC(N1C)=O)C(=O)C1=CC(=CC2=CC=C(C(=C12)C#C)F)OCOC